C[C@H](CCC)[C@@H]1[C@@H](C1)CC1(CC1)[C@@H](C)CCCCCCCC(CCCCCCCCC)N (1S,2S)-2-{[(1R,2R-2-pentylcyclopropyl)methyl]cyclopropyl}nonadecan-10-amine